C(CCCCCCCCCCC)[Si](OCC)(OCC)Cl n-dodecylchlorodiethoxysilane